CC1=C(C=CC(=C1)C)C1=NC(=NC(=N1)C1=C(C=C(C=C1)C)C)C1=C(C=C(C=C1)OCC(COCC(CCCC)CC)O)O 2-[4,6-Bis(2,4-dimethylphenyl)-1,3,5-triazin-2-yl]-5-[3-[(2-ethylhexyl)oxy]-2-hydroxypropoxy]phenol